[6-(3,3-difluorocyclobutyl)-4-(4,4-difluorocyclohexyl)-3-pyridinyl]boronic acid FC1(CC(C1)C1=CC(=C(C=N1)B(O)O)C1CCC(CC1)(F)F)F